ClC=1C=C(C=CC1)[C@@H](C)NC1=NC(=NC2=CC=C(C=C12)C=1C=NN(C1)C)C N-[(1R)-1-(3-chlorophenyl)ethyl]-2-methyl-6-(1-methyl-1H-pyrazol-4-yl)quinazolin-4-amine